4,6-dichloro-2-(propylthio)-5-aminopyrimidine ClC1=NC(=NC(=C1N)Cl)SCCC